Dimethyl-3,3'-dithiobispropionimidate COC(CCSSCCC(OC)=N)=N